Cl.CNCCOCCNC(OC(C)(C)C)=O tert-butyl (2-(2-(methylamino)ethoxy)ethyl)carbamate hydrochloride